S(=O)(=O)=C1N(CCNC1)CCC(F)(F)F sulfonyl-1-(3,3,3-trifluoropropyl)piperazin